2-(6-bromo-1-oxospiro[3H-isoquinoline-4,1'-cyclopropane]-2-yl)-N-[3-(trifluoromethyl)-1-bicyclo[1.1.1]pentyl]acetamide BrC=1C=C2C(=CC1)C(N(CC21CC1)CC(=O)NC12CC(C1)(C2)C(F)(F)F)=O